4-(2-(2-chlorophenyl)-5-isopropyloxazol-4-yl)-1-(4-(2-hydroxyethyl)phenyl)butan-1-ol ClC1=C(C=CC=C1)C=1OC(=C(N1)CCCC(O)C1=CC=C(C=C1)CCO)C(C)C